Methyl (S)-1-allyl-2-((5-chloro-6-fluoro-1-((2-(trimethylsilyl)ethoxy)methyl)-1H-pyrrolo[3,2-b]pyridin-2-yl)methyl)-5-fluoro-3-oxoisoindoline-1-carboxylate C(C=C)[C@@]1(N(C(C2=CC(=CC=C12)F)=O)CC1=CC2=NC(=C(C=C2N1COCC[Si](C)(C)C)F)Cl)C(=O)OC